C1(=CC=CC=C1)O.[Mg] magnesium Phenol